COC=1C=NC=C(C1C1=CC(=NN1)NC=1N=CC(=NC1)C#N)OCC1CNCCO1 5-[(5-{3-Methoxy-5-[(morpholin-2-yl)methoxy]pyridin-4-yl}-1H-pyrazol-3-yl)amino]pyrazine-2-carbonitrile